C(C)(C)C1=CC(=NC=C1C(=O)N(C)C)C1=NSC(=N1)NC1=NC=CC=C1C 4-isopropyl-N,N-dimethyl-6-(5-(3-methyl-pyridin-2-ylamino)-1,2,4-thiadiazol-3-yl)nicotinamide